C(#N)C=1C(OC(C1C)(C(F)(F)F)C1=CC=CC=C1)=C(C#N)C#N 2-(3-cyano-4-methyl-5-phenyl-5-(trifluoromethyl)furan-2(5H)-ylidene)malononitrile